FC1=C(CC=2NC(=NN2)C(=O)NC2=NC=CC(=C2)C2=C(C=CC(=C2)OCCCC(C)(C)O)C)C=CC(=C1F)F 5-(2,3,4-trifluorobenzyl)-N-(4-(5-((4-hydroxy-4-methylpentyl)oxy)-2-methylphenyl)pyridin-2-yl)-4H-1,2,4-triazole-3-carboxamide